C(C=C)O[C@H]1C[C@@H](O[C@@H]1CO)N1C(=O)NC(=O)C(=C1)CC=CNC(C(F)(F)F)=O 3'-O-allyl-5-[3-(2,2,2-trifluoroacetamido)-allyl]-2'-deoxyuridine